CC=1C=C(C=CC1)N1CCN(CC1)C(C(=O)NC=1SC=C(N1)C1=CC(=CC=C1)C)C 4-(3-methylphenyl)piperazin-1-yl-N-(4-(3-methylphenyl)thiazol-2-yl)propionamide